(S)-TERT-BUTYL 5-(((1R,2R)-2-((ALLYLOXY)METHYL)CYCLOBUTYL)METHYL)-6'-CHLORO-3',4,4',5-TETRAHYDRO-2H,2'H-SPIRO[BENZO[B][1,4]OXAZEPINE-3,1'-NAPHTHALENE]-7-CARBOXYLATE C(C=C)OC[C@H]1[C@@H](CC1)CN1C2=C(OC[C@]3(CCCC4=CC(=CC=C34)Cl)C1)C=CC(=C2)C(=O)OC(C)(C)C